(3aS,6aS)-5-benzyl-hexahydropyrrolo[3,4-c]Pyrrole-2(1H)-carboxylic acid tert-butyl ester C(C)(C)(C)OC(=O)N1C[C@@H]2CN(C[C@H]2C1)CC1=CC=CC=C1